4-[2-(pyridin-3-yl)-1,3-benzoxazol-5-yl]piperazine-1-carboxylic acid tert-butyl ester C(C)(C)(C)OC(=O)N1CCN(CC1)C=1C=CC2=C(N=C(O2)C=2C=NC=CC2)C1